NC[C@H](CC(=O)OC1=C2C(=CNC2=CC=C1)C[C@@H]1N(CCC1)C([2H])([2H])[2H])CC(C)C 3-(((R)-1-(methyl-d3) pyrrolidin-2-yl) methyl)-1H-indol-4-yl (S)-3-(aminomethyl)-5-methylhexanoate